NC1CCN(CC1)S(=O)(=O)F 4-aminopiperidine-1-sulfonyl fluoride